Dicyclohexyl-(2-methylphenyl)phosphine C1(CCCCC1)P(C1=C(C=CC=C1)C)C1CCCCC1